FC1=CC=C2C=CN=CC2=C1 7-fluoroisoquinoline